OC1=C(C=CC=C1)C1=CC2=C(N=N1)NC=C2C2CCN(CC2)C2=NC=C(C=N2)C2CCC(CC2)C2=NOC(=C2)C(C(=O)OC)C(C)C methyl 2-{3-[4-(2-{4-[3-(2-hydroxyphenyl)-7H-pyrrolo[2,3-c]pyridazin-5-yl]piperidin-1-yl}pyrimidin-5-yl)cyclohexyl]-1,2-oxazol-5-yl}-3-methylbutanoate